(E)-2-(3,6-diazabicyclo[3.1.1]heptan-3-yl)-4-((1,1-difluoro-3-(pyridin-3-yl)allyl)oxy)-7-(thiazol-2-yl)benzo[d]oxazol C12CN(CC(N1)C2)C=2OC1=C(N2)C(=CC=C1C=1SC=CN1)OC(\C=C\C=1C=NC=CC1)(F)F